tert-butyl (1-(4-(2-(2-aminopyridin-3-yl)-5-chloro-3H-imidazo[4,5-b]pyridin-3-yl)phenyl)cyclobutyl)carbamate NC1=NC=CC=C1C1=NC=2C(=NC(=CC2)Cl)N1C1=CC=C(C=C1)C1(CCC1)NC(OC(C)(C)C)=O